C(C)(C)(C)SC=1C(=C(C=CC1)C1=NC=CN=C1)Cl 2-(3-(tert-butylsulfanyl)-2-chlorophenyl)pyrazine